NC1C(=O)OCCC1 aminopentanlactone